N-(4-(3-(1-acryloylpiperidin-3-yl)pyridin-4-yl)-2-methylbenzyl)-3-(1-methylcyclopropyl)-1,2,4-oxadiazole-5-carboxamide C(C=C)(=O)N1CC(CCC1)C=1C=NC=CC1C1=CC(=C(CNC(=O)C2=NC(=NO2)C2(CC2)C)C=C1)C